2-(4-chloro-3-(trifluoromethyl)phenyl)-N-(4-(6-methoxy-7-(3-(4-methylpiperazin-1-yl)propoxy)quinazoline-4-yl)phenyl)acetamide ClC1=C(C=C(C=C1)CC(=O)NC1=CC=C(C=C1)C1=NC=NC2=CC(=C(C=C12)OC)OCCCN1CCN(CC1)C)C(F)(F)F